t-Butyl (3S)-3-[4-[3-cyano-4-[(3-fluoro-6-methyl-2-pyridyl)sulfanyl]pyrazolo[1,5-a]pyridin-6-yl]pyrazol-1-yl]piperidine-1-carboxylate C(#N)C=1C=NN2C1C(=CC(=C2)C=2C=NN(C2)[C@@H]2CN(CCC2)C(=O)OC(C)(C)C)SC2=NC(=CC=C2F)C